C1(=CC=CC=C1)C(CC#CC1=CC=C(C=C1)C#N)O 1-phenyl-4-(4'-cyanophenyl)-3-butyn-1-ol